rac-3-[(3aR,7aS)-octahydro-1H-pyrrolo[3,4-c]pyridin-5-yl]-4-(trifluoromethyl)pyridine hydrochloride Cl.C1NC[C@@H]2CN(CC[C@@H]21)C=2C=NC=CC2C(F)(F)F |r|